C(#N)C1=C(C(=CC=C1)F)N1N=C(C(=N1)C(=O)N)NC1=CC=C(C=C1)C(=O)N1C[C@@H](CC1)F (R)-2-(2-cyano-6-fluorophenyl)-5-((4-(3-fluoropyrrolidine-1-carbonyl)phenyl)amino)-2H-1,2,3-triazole-4-carboxamide